O=C1N(C(CC1)=O)C1=CC(=C(OC2=CC=C(C=C2)CC(=O)OC)C=C1C)C1=CN(C=2C(NC=CC21)=O)C methyl 2-(4-(4-(2,5-dioxopyrrolidin-1-yl)-5-methyl-2-(1-methyl-7-oxo-6,7-dihydro-1H-pyrrolo[2,3-c]pyridin-3-yl)phenoxy)phenyl)acetate